NC=1C2=C(N=CN1)N(C(=C2C2=C(C=CC=1OCOC12)Cl)C=1C=NN(C1)C1CCN(CC1)C(C=C)=O)C 1-(4-{4-[4-amino-5-(5-chloro-2H-1,3-benzodioxol-4-yl)-7-methyl-7H-pyrrolo[2,3-d]pyrimidin-6-yl]-1H-pyrazol-1-yl}piperidin-1-yl)prop-2-en-1-one